2-({5-Chloro-2-[(2-Methoxy-4-Morpholin-4-Ylphenyl)amino]pyrimidin-4-Yl}amino)-N-Methylbenzamide ClC=1C(=NC(=NC1)NC1=C(C=C(C=C1)N1CCOCC1)OC)NC1=C(C(=O)NC)C=CC=C1